3-fluoro-4-{[(6-{1-[6-(1H-1,2,3,4-tetrazol-5-yl)pyridine-3-carbonyl]piperidin-4-yl}pyridin-2-yl)oxy]methyl}benzonitrile FC=1C=C(C#N)C=CC1COC1=NC(=CC=C1)C1CCN(CC1)C(=O)C=1C=NC(=CC1)C1=NN=NN1